BrC1=CC=C(C=C1)C1=C(C(=NN1C1=C(C=C(C=C1)Cl)Cl)C(=O)OCC)C Ethyl 5-(4-Bromophenyl)-1-(2,4-Dichlorophenyl)-4-Methyl-1H-Pyrazole-3-Carboxylate